4-Benzyloxy-3,5-dimethoxy-aniline C(C1=CC=CC=C1)OC1=C(C=C(N)C=C1OC)OC